NC=1N=NC(=CC1N1C[C@H](OC[C@H]1C)C1=CC=C(C(=O)OC)C=C1)C1=C(C=CC=C1)O Methyl 4-((2R,5R)-4-(3-amino-6-(2-hydroxyphenyl)pyridazin-4-yl)-5-methylmorpholin-2-yl)benzoate